N-(4-cyano-2-cyclopropylphenyl)-2-(4-((1-(2-(2,6-dioxopiperidin-3-yl)-1,3-dioxoisoindolin-5-yl)azetidin-3-yl)ethynyl)-3-methyl-1H-pyrazol-1-yl)-2-methylpropanamide C(#N)C1=CC(=C(C=C1)NC(C(C)(C)N1N=C(C(=C1)C#CC1CN(C1)C=1C=C2C(N(C(C2=CC1)=O)C1C(NC(CC1)=O)=O)=O)C)=O)C1CC1